ClC1=C(C(=CC=C1C)F)CC(=O)NC1=CC(=C(C=C1)OC1=CC(=CC=C1)Cl)S(N)(=O)=O 2-(2-chloro-6-fluoro-3-methylphenyl)-N-[4-(3-chlorophenoxy)-3-sulfamoylphenyl]acetamide